(2,5-dichlorothien-3-yl)carbamic acid tert-butyl ester C(C)(C)(C)OC(NC1=C(SC(=C1)Cl)Cl)=O